3-(3,3-difluorocyclobutyl)-N2-(3,3-difluoro-1-methylcyclobutyl)-6-(3-pyridinyl)pyridine-2,3-diamine FC1(CC(C1)C1(C(N=C(C=C1)C=1C=NC=CC1)NC1(CC(C1)(F)F)C)N)F